Cl.CC1(CCC(CC1)N(C(C(C)C)=O)[C@H]1C[C@H](NC1)C(=O)OC)C methyl (2S,4S)-4-(N-(4,4-dimethylcyclohexyl)isobutyramido)pyrrolidine-2-carboxylate hydrochloride